3,5-dimethyloct-5-en-1-yl ethyl oxalate C(C(=O)OCC)(=O)OCCC(CC(=CCC)C)C